(N-butyl)aminopropyltrimethoxysilane C(CCC)NCCC[Si](OC)(OC)OC